NC1=C(C(=O)NC(C)C)C=C(C=N1)C1=C(C=C(C=C1)NC([C@@H](O)C1=CC(=CC=C1)Cl)=O)Cl (S)-2-amino-5-(2-chloro-4-(2-(3-chlorophenyl)-2-hydroxyacetamido)phenyl)-N-isopropylnicotinamide